C(C1=CC=CC=C1)C1=C(C(OC)=O)C=CC(=C1)O benzylmethylparaben